pyrazolo[1,5-a]pyrimidine-2-sulfonyl chloride N1=C(C=C2N1C=CC=N2)S(=O)(=O)Cl